O1CCN(CC1)C=1NC2=C(N1)C=CC=C2[N+](=O)[O-] morpholino-4-nitrobenzimidazole